4-(chloromethyl)-3-methylbenzonitrile ClCC1=C(C=C(C#N)C=C1)C